methyl (S)-3-(((R)-tert-butylsulfinyl)amino)-3-(6-chloro-4-(3-fluoro-2,6-dimethylphenyl)pyridin-2-yl)propanoate C(C)(C)(C)[S@@](=O)N[C@@H](CC(=O)OC)C1=NC(=CC(=C1)C1=C(C(=CC=C1C)F)C)Cl